CC1=C(C2=C(C(=CO2)CC(=O)NC2=NNC(=C2)C(C)C)C=C1)C 2-(6,7-dimethylbenzofuran-3-yl)-N-(5-isopropyl-1H-pyrazol-3-yl)acetamide